C1(CC1)C1=NN(C(=C1C(F)(F)F)C(=O)NC1=CC(=CC=C1)S(N)(=O)=O)CC1OCCCC1 3-cyclopropyl-N-(3-sulfamoylphenyl)-1-((tetrahydro-2H-pyran-2-yl)methyl)-4-(trifluoromethyl)-1H-pyrazole-5-carboxamide